C(C)(C)(C)OC(=O)N1CCC(CC1)C(C=1OC(=NN1)C=1SC=CC1)O 4-((Hydroxy)(5-(thiophen-2-yl)-1,3,4-oxadiazol-2-yl)methyl)piperidine-1-carboxylic acid tert-butyl ester